C(CCCCCCC\C=C/CCCCCCCC)(=O)OC[C@@H]([C@@H](C(OCOC(=O)OC1=CC=CC=C1)=O)CC)CC=1N(C=NC1)C (2R,3S)-3-ethyl-2-[(3-methylimidazol-4-yl)methyl]-4-oxo-4-{[(phenoxycarbonyl)-oxy]methoxy}butyl (9Z)-octadec-9-enoate